4-({4-[5-(trifluoromethyl)-1,2,4-oxadiazol-3-yl]phenyl}methyl)morpholin-3-one FC(C1=NC(=NO1)C1=CC=C(C=C1)CN1C(COCC1)=O)(F)F